methyl 5-fluoro-6-((2-(pyridin-2-yl)propan-2-yl)amino)nicotinate FC=1C(=NC=C(C(=O)OC)C1)NC(C)(C)C1=NC=CC=C1